3-((1E,3E)-4-(4-(dimethylamino)phenyl)buta-1,3-dien-1-yl)-2,5,6-trimethyl-1H,7H-pyrazolo[1,2-a]pyrazole-1,7-dione CN(C1=CC=C(C=C1)/C=C/C=C/C1=C(C(N2N1C(=C(C2=O)C)C)=O)C)C